FC1([C@@H](C1)C(=O)O)F (1S)-2,2-difluorocyclopropane-1-carboxylic acid